CC(CCl)OP(=O)(OC(C)CCl)OC(C)CCl tris(2-chloroisopropyl) phosphate